2-((4-Cyclopropyl-2-(trifluoromethyl)pyrimidin-5-yl)sulfonyl)-6-(tetrahydro-2H-pyran-4-yl)-2,6-diazaspiro[3.3]heptane C1(CC1)C1=NC(=NC=C1S(=O)(=O)N1CC2(C1)CN(C2)C2CCOCC2)C(F)(F)F